ClC1=C(C=C(C=C1)[C@H]1[C@@H](CNC(O1)=O)F)F trans-6-(4-chloro-3-fluorophenyl)-5-fluoro-1,3-oxazinan-2-one